N7,2'-O-dimethyl-guanosine-5'-triphosphate P(O)(=O)(OP(=O)(O)OP(=O)(O)O)OC[C@@H]1[C@H]([C@H]([C@@H](O1)N1C=[N+](C=2C(=O)NC(N)=NC12)C)OC)O